CN(CCC1(C(C=C(C=C1)NC=1N=C(C2=C(N1)N(C=C2)S(=O)(=O)C2=CC=C(C)C=C2)C2=CN(C1=CC=CC=C21)C)NC)NCC)C 1-(2-(dimethylamino)ethyl)-N1-ethyl-N2-methyl-N4-(4-(1-methyl-1H-indol-3-yl)-7-tosyl-7H-pyrrolo[2,3-d]pyrimidin-2-yl)benzene-1,2,4-triamine